(±)-cis-N-(6-bromo-8-chloro-3-isoquinolyl)-2-fluoro-cyclopropanecarboxamide BrC=1C=C2C=C(N=CC2=C(C1)Cl)NC(=O)[C@H]1[C@H](C1)F |r|